(3S)-N-[3-[2-(5-amino-1-methylpyrazol-3-yl)-6-(morpholin-4-yl)pyridin-4-yl]-4-methylphenyl]-3-(2,2,2-trifluoroethyl)pyrrolidine-1-carboxamide NC1=CC(=NN1C)C1=NC(=CC(=C1)C=1C=C(C=CC1C)NC(=O)N1C[C@@H](CC1)CC(F)(F)F)N1CCOCC1